FC(C=1C=C(C=CC1F)C=1C=C2C(=NC1)C=NN2CC(=O)N2CC(C2)(C)F)F 2-[6-[3-(Difluoromethyl)-4-fluoro-phenyl]pyrazolo[4,3-b]pyridin-1-yl]-1-(3-fluoro-3-methyl-azetidin-1-yl)ethanone